CC1=C(C=CC(=C1)OC1=CC=CC=C1)N1C(NC2=C(SC=3N=CC=C1C32)C(=O)N[C@@H]3[C@@H](CCCC3)NC(CC)=O)=O 5-(2-Methyl-4-phenoxyphenyl)-4-oxo-N-((1S,2R)-2-propionamidocyclohexyl)-4,5-dihydro-3H-1-thia-3,5,8-triazaacenaphthylene-2-carboxamide